COC=1C=C(CC2N(CCC3=CC(=C(C=C23)OC)OC)CCC(=O)[O-])C=CC1OC 3-(1-(3,4-dimethoxybenzyl)-6,7-dimethoxy-3,4-dihydroisoquinolin-2(1H)-yl)propanoate